N,N-bis(4-methoxybenzyl)-5-nitro-4-(((tetrahydro-2H-pyran-4-yl)methyl)amino)benzenesulfonamide COC1=CC=C(CN(S(=O)(=O)C2=CC=C(C(=C2)[N+](=O)[O-])NCC2CCOCC2)CC2=CC=C(C=C2)OC)C=C1